di-n-butoxybis(ethoxyacetoacetyl)titanium C(CCC)O[Ti](C(CC(=O)COCC)=O)(C(CC(=O)COCC)=O)OCCCC